O1C=CN=CC=C1C=O [1,4]oxazepine-7-carbaldehyde